OCCCCOC=1C(=[N+](ON1)[O-])S(=O)(=O)C1=CC=CC=C1 4-(4-hydroxybutoxy)-3-(phenylsulfonyl)-1,2,5-oxadiazole 2-oxide